C=1(C(=CC=C(C1)O)O)C1=CC=CC=C1 biphenyl-2,5-diol